methylethylheptanediamine CC(C(N)(N)CC)CCCCC